(2-chloro-5-methylpyridin-3-yl)boronic acid ClC1=NC=C(C=C1B(O)O)C